2-amino-5-bromo-3-(N-methylsulfamoyl)benzoic acid NC1=C(C(=O)O)C=C(C=C1S(NC)(=O)=O)Br